O1CCN(CC1)CCNC(=O)C=1NC=CC1 N-(2-morpholinoethyl)-1H-pyrrole-2-carboxamide